[Ni].C(CCC)P(CCCC)CCCC.C(CCC)P(CCCC)CCCC bis(tri-n-butylphosphine) nickel (0)